3-(4-Hydroxyphenyl)-5-(3,4-dihydroxyphenyl)-1H-pyrrolo[2,3-b]pyridine OC1=CC=C(C=C1)C1=CNC2=NC=C(C=C21)C2=CC(=C(C=C2)O)O